BrC1=C(C=C(C2=CC=CC=C12)OC)C=NNC1=CC=CC=C1 1-((1-bromo-4-methoxynaphthalene-2-yl)methylene)-2-phenylhydrazine